tert-butyl ((3S,4S)-1-(4-chloro-2-methyl-6-(4,4,5,5-tetramethyl-1,3,2-dioxaborolan-2-yl)benzoyl)-4-methylpyrrolidin-3-yl)carbamate ClC1=CC(=C(C(=O)N2C[C@H]([C@H](C2)C)NC(OC(C)(C)C)=O)C(=C1)B1OC(C(O1)(C)C)(C)C)C